[Si](C)(C)(C(C)(C)C)OCC1=CC=NC=C1 4-t-butyldimethylsilyloxymethylpyridine